OC1=C(C=CC(=C1)O)C=CC(=O)O 3-(2,4-dihydroxy-phenyl)acrylic acid